(2R,3S,4R,5R)-5-cyano-2-((2-cyclohexylacetoxy)methyl)-5-(4-(2-ethylbutanamido)pyrrolo[2,1-f][1,2,4]triazin-7-yl)-4-hydroxytetrahydrofuran-3-yl (S)-2-amino-3,3-dimethylbutanoate N[C@H](C(=O)O[C@@H]1[C@H](O[C@]([C@@H]1O)(C1=CC=C2C(=NC=NN21)NC(C(CC)CC)=O)C#N)COC(CC2CCCCC2)=O)C(C)(C)C